(R)-(4-(4-bromo-2,3-difluorophenyl)-3-methylpiperazin-1-yl)(pyrrolidin-1-yl)methan BrC1=C(C(=C(C=C1)N1[C@@H](CN(CC1)CN1CCCC1)C)F)F